FC1=C(C=C(C=C1)C1=CSC2=C1C(N(C=C2C2=CC=CC=C2)CC(N2CCCC2)=O)=O)C(F)(F)F 3-(4-fluoro-3-(trifluoromethyl)phenyl)-5-(2-oxo-2-(pyrrolidin-1-yl)ethyl)-7-phenylthieno[3,2-c]pyridin-4(5H)-one